CN(C1=CC(=C(C=C1)NS(=O)(=O)C1=CC=C(C=C1)C)C1(OC(=NN1C1=CC=CC=C1)C1=CC=CC=C1)C(F)(F)F)C N-(4-(dimethylamino)-2-(3,5-diphenyl-2-(trifluoromethyl)-2,3-dihydro-1,3,4-oxadiazol-2-yl)phenyl)-4-methylbenzenesulfonamide